6-(1-(8-azabicyclo[3.2.1]oct-3-yl)piperidin-4-yl)-2-(3-fluoro-4-(methylsulfonyl)phenyl)-1,4-dimethyl-1H-benzo[d]imidazole C12CC(CC(CC1)N2)N2CCC(CC2)C=2C=C(C1=C(N(C(=N1)C1=CC(=C(C=C1)S(=O)(=O)C)F)C)C2)C